C(C)(C)(C)OC(NC=1C=NC(=CC1)C(=O)C1(CC1)C=1C=NN(C1)C)=O (6-(1-(1-Methyl-1H-pyrazol-4-yl)cyclopropane-1-carbonyl)pyridin-3-yl)carbamic acid tert-butyl ester